(1,2,2,6,6-pentamethylpiperidinyl)-sebacate CN1C(C(CCC1(C)C)C(C(=O)[O-])CCCCCCCC(=O)[O-])(C)C